N-(bicyclo[1.1.1]pentan-1-yl)-4-(3-(4-fluoro-2,6-dimethylphenoxy)-1-methyl-2-oxo-1,2-dihydropyridin-4-yl)-6-methyl-7-oxo-6,7-dihydro-1H-pyrrolo[2,3-c]pyridine-2-carboxamide C12(CC(C1)C2)NC(=O)C2=CC1=C(C(N(C=C1C1=C(C(N(C=C1)C)=O)OC1=C(C=C(C=C1C)F)C)C)=O)N2